BrCC1=C(C(=CC=C1)CBr)Br 2,6-bis(bromomethyl)-1-bromobenzene